C1(=CC=CC=C1)N1C=NC(=C1)NC1=NC(=NN2C1=CC=C2)N2C(CCC2)C2=NC=CC=C2 N-(1-phenyl-1H-imidazol-4-yl)-2-(2-(pyridin-2-yl)pyrrolidin-1-yl)pyrrolo[2,1-f][1,2,4]triazin-4-amine